CN1C=C(C=2C1=NC=C(C2)NC(C=C)=O)C#CC2=CC1=C(S2)C=CC(=C1)C(F)(F)F N-(1-Methyl-3-((5-(trifluoromethyl)benzo[b]thiophen-2-yl)ethynyl)-1H-pyrrolo[2,3-b]pyridin-5-yl)acrylamide